FCC1CC1 (1S,2S)-2-(fluoromethyl)cyclopropane